N-(4-(4-(naphthalen-2-yloxy)butyl)phenyl)piperazine-1-carboxamide hydrochloride Cl.C1=C(C=CC2=CC=CC=C12)OCCCCC1=CC=C(C=C1)NC(=O)N1CCNCC1